ClC1=NC(=CC(=N1)C1(CC1)F)C 2-chloro-4-(1-fluorocyclopropyl)-6-methylpyrimidine